C(C)OP(=O)(OCC)CCCCCCCCCCCOC1=C(C(=C(C=C1)C12CC3CC(CC(C1)C3)C2)F)F 1-[4-(11-diethoxyphosphorylundecoxy)-2,3-difluoro-phenyl]adamantane